CC=1N(C(=CC1)C)C=1SC=CC1C(=O)N1CC(OC2=C1C=CC=C2)C(=O)N 4-[2-(2,5-dimethyl-1H-pyrrol-1-yl)thiophene-3-carbonyl]-3,4-dihydro-2H-1,4-benzoxazine-2-carboxamide